FC1(CCCCC1)CNC=1N=CC2=C(N1)NC=C2C=2C=CC=1N(N2)C(=CN1)C N-((1-fluorocyclohexyl)methyl)-5-(3-methylimidazo[1,2-b]pyridazin-6-yl)-7H-pyrrolo[2,3-d]pyrimidin-2-amine